(E)-3,3-dimethyl-2-(2-(2-oxo-7-(pyrrolidin-1-yl)-2H-chromen-3-yl)vinyl)-3H-benzo[g]indole-5-carbonitrile CC1(C(=NC2=C3C(=C(C=C12)C#N)C=CC=C3)\C=C\C=3C(OC1=CC(=CC=C1C3)N3CCCC3)=O)C